alanyl-di-tert-butyl-D-glutamate N[C@@H](C)C(=O)[C@@](N(C(C)(C)C)C(C)(C)C)(CCC(=O)[O-])C(=O)[O-]